Dioctadecylsulfide C(CCCCCCCCCCCCCCCCC)SCCCCCCCCCCCCCCCCCC